triselenium niobium [Nb].[Se].[Se].[Se]